ClC1=CC(=NC=N1)N1CCC2(CN(CC(N2)=O)C2=CC(=C(C=C2)CN2CCC(CC2)(C)C)F)CC1 9-(6-chloropyrimidin-4-yl)-4-(4-((4,4-dimethylpiperidin-1-yl)methyl)-3-fluorophenyl)-1,4,9-triazaspiro[5.5]undecan-2-one